5-TERT-BUTYL-2-CHLOROCYCLOHEX-1-ENE-1-CARBALDEHYDE C(C)(C)(C)C1CCC(=C(C1)C=O)Cl